Ethyl 2-{[(2S)-1,4-dioxan-2-yl] methyl}-8-(trifluoromethyl)-4,5-dihydro-2H-furo[2,3-g]indazole-7-carboxylate O1[C@H](COCC1)CN1N=C2C3=C(CCC2=C1)OC(=C3C(F)(F)F)C(=O)OCC